C1CC(S(=O)(=O)C1)Cl chlorosulfolane